5-fluoro-N-((4-(((4-fluorotetrahydro-2H-pyran-4-yl)methyl)amino)-3-nitrophenyl)sulfonyl)benzamide FC=1C=CC=C(C(=O)NS(=O)(=O)C2=CC(=C(C=C2)NCC2(CCOCC2)F)[N+](=O)[O-])C1